ClC1=NC=C(C(=N1)C1=CC=C2CCC(N(C2=C1)C(C)C)=O)Cl 7-(2,5-dichloropyrimidin-4-yl)-1-isopropyl-3,4-dihydroquinolin-2(1H)-one